1-(6-chloro-2-{[5-chloro-1-(2,2-difluoroethyl)-1H-pyrazol-4-yl]amino}quinazolin-7-yl)-3-methylpyrrolidin-3-ol ClC=1C=C2C=NC(=NC2=CC1N1CC(CC1)(O)C)NC=1C=NN(C1Cl)CC(F)F